C(C)(C)(C)OC(=O)N1[C@@H](CN(CC1)C=1C2=C(N=CN1)N(C=C2Br)C2=NC=CC(=C2)Cl)C (R)-4-(5-bromo-7-(4-chloropyridin-2-yl)-7H-pyrrolo[2,3-d]pyrimidin-4-yl)-2-methylpiperazine-1-carboxylic acid tert-butyl ester